NC1=NC2=CC=C(C=C2C=C1C)C(=O)N(CC1=NC=C(N=C1)C(F)(F)F)[C@H](CC)C1=NC=CC=N1 2-amino-3-methyl-N-((1R)-1-(2-pyrimidinyl)propyl)-N-((5-(trifluoromethyl)-2-pyrazinyl)methyl)-6-quinolinecarboxamide